FC=1C=CC(=NC1C=NO)C#CCCNC(OC(C)(C)C)=O tert-butyl (4-(5-fluoro-6-((hydroxyimino)methyl)pyridin-2-yl)but-3-yn-1-yl)carbamate